(R)-(5-(2-benzyl-4-(methylsulfonyl)piperazin-1-yl)-3-methyl-1H-pyrazolo[4,3-d]pyrimidin-1-yl)methanol C(C1=CC=CC=C1)[C@H]1N(CCN(C1)S(=O)(=O)C)C=1N=CC2=C(N1)C(=NN2CO)C